OC1=C(N=C(C2=CC(=CC=C12)OC1=CC=CC=C1)C)C(=O)NCC(=O)OC methyl (4-hydroxy-1-methyl-7-phenoxyisoquinoline-3-carbonyl)glycinate